gadolinium strontium manganite [Mn](=O)([O-])[O-].[Sr+2].[Gd+3]